N(=[N+]=[N-])C[C@H](N)C(=O)O 3-Azido-L-Alanine